CC=1C=C2C(C=C(OC2=C(C1)C(C)NC1=C(C(=O)OC(C)(C)C)C=CC=C1)C=1C=NNC1)=O tert-butyl 2-[1-[6-methyl-4-oxo-2-(1H-pyrazol-4-yl)chromen-8-yl]ethylamino]benzoate